9-(3-fluorophenyl)-6,6,9-trimethyl-5,6,7,9-tetrahydrothiazolo[4,5-b]quinolin-8(4H)-one FC=1C=C(C=CC1)C1(C2=C(NC=3CC(CC(C13)=O)(C)C)N=CS2)C